(S)-N-(4-chlorophenyl)-2-(2-(4-fluoro-5-methylisoxazol-3-yl)-2-azaspiro[3.3]heptan-6-yl)propanamide ClC1=CC=C(C=C1)NC([C@@H](C)C1CC2(CN(C2)C2=NOC(=C2F)C)C1)=O